[4-(dimethylamino)-4-oxo-butyl]-6-methyl-3-oxo-pyridazine-4-carboxylic acid CN(C(CCCC1=C(C(NN=C1C)=O)C(=O)O)=O)C